ClC1=C(C=CC=C1)NC(C1=CC=C(C=C1)O[C@@H](C(=O)NC1=CC=C(C=C1)Cl)C)=O (R)-N-(2-chlorophenyl)-4-((1-((4-chlorophenyl)amino)-1-oxopropan-2-yl)oxy)benzamide